OCC=1N=NN(N1)[C@@H](C1CCN(CC1)C(=O)OC(C)(C)C)C1=CC=CC=C1 tert-butyl (S)-4-((5-(hydroxymethyl)-2H-tetrazol-2-yl)(phenyl)methyl)piperidine-1-carboxylate